C1(CC1)C(=O)NC1=NC=C(C(=O)O)C(=C1)NC=1C=CC=2N(C1OC)C(=NN2)CC 6-(Cyclopropanecarboxamido)-4-((3-ethyl-5-methoxy-[1,2,4]triazolo[4,3-a]pyridin-6-yl)amino)nicotinic acid